7-amino-3-(6-butanoyl-4-methylpyridin-3-yl)-1-methyl-1,6-naphthyridin-2-one NC1=NC=C2C=C(C(N(C2=C1)C)=O)C=1C=NC(=CC1C)C(CCC)=O